2-cyclopropanediacetic acid C1(C(C1)CC(=O)O)CC(=O)O